OCCN(CCCC=1C(=C(NC=CC1)CCCCC(=O)[O-])CCCCC(=O)[O-])CCCCC(OCCCCCCCCCCC)=O 5,5'-((3-((2-hydroxyethyl)(5-oxo-5-(undecanyloxy)pentyl)amino)propyl)azepinediyl)bispentanoate